β-ethylphenethyl alcohol C(C)C(CO)C1=CC=CC=C1